tert-Butyl 4-(2-oxo-3H-1,3-benzoxazol-4-yl)piperidine-1-carboxylate O=C1OC2=C(N1)C(=CC=C2)C2CCN(CC2)C(=O)OC(C)(C)C